(6-fluoro-4-(1,4-dioxa-8-azaspiro[4.5]decan-8-yl)quinolin-3-yl)(4-(methylsulfonyl)piperidin-1-yl)methanone HCl Cl.FC=1C=C2C(=C(C=NC2=CC1)C(=O)N1CCC(CC1)S(=O)(=O)C)N1CCC2(OCCO2)CC1